NS(=NC(CC=1C(=C2COCC2=CC1C(C)C)CC)=O)(=O)C=1SC(=CC1F)C(C)(C)O N-(amino(3-fluoro-5-(2-hydroxypropan-2-yl)thiophen-2-yl)(oxo)-λ6-sulfaneylidene)-2-(4-ethyl-6-isopropyl-1,3-dihydroisobenzofuran-5-yl)acetamide